(alpha-(4-Allyl-2,5-dimethyl-1-piperazinyl)-3-methoxybenzyl)-N,N-diethylbenzamide C(C=C)N1CC(N(CC1C)C(C1=CC(=CC=C1)OC)C1=C(C(=O)N(CC)CC)C=CC=C1)C